C1(CCCC1)COC1=C(C(=O)N2CC3=CC=CC(=C3C2)NC(\C=C\CN(C)C)=O)C(=CC(=C1C)O)O (E)-N-[2-[2-(Cyclopentylmethoxy)-4,6-dihydroxy-3-methyl-benzoyl]isoindolin-4-yl]-4-(dimethylamino)but-2-enamide